2-(3,4-bis(benzyloxy)phenyl)-6,7-dimethoxy-3-(4-methoxyphenyl)-4H-chromen-4-one C(C1=CC=CC=C1)OC=1C=C(C=CC1OCC1=CC=CC=C1)C=1OC2=CC(=C(C=C2C(C1C1=CC=C(C=C1)OC)=O)OC)OC